3-(isoquinolin-1-yl)-N-phenylaniline C1(=NC=CC2=CC=CC=C12)C=1C=C(NC2=CC=CC=C2)C=CC1